(5'S,7a'R)-5'-(3,5-difluorophenyl)-1-(3-methoxypyridine-2-carbonyl)tetrahydro-3'H-spiro[piperidine-4,2'-pyrrolo[2,1-b][1,3]oxazol]-3'-one FC=1C=C(C=C(C1)F)[C@@H]1CC[C@H]2OC3(C(N21)=O)CCN(CC3)C(=O)C3=NC=CC=C3OC